2,2-diethyl-6-(3-(5-fluoropyridin-3-yl)-1,2,4-oxadiazol-5-yl)chroman-4-one C(C)C1(OC2=CC=C(C=C2C(C1)=O)C1=NC(=NO1)C=1C=NC=C(C1)F)CC